CCCCCCCC(=O)OC[C@H](COP(=O)([O-])OC1[C@@H]([C@H](C([C@H]([C@H]1O)OP(=O)([O-])[O-])O)OP(=O)([O-])[O-])O)OC(=O)CCCCCCC The molecule is a 1-phosphatidyl-1D-myo-inositol 3,5-bisphosphate(5-) arising from deprotonation of all five free phosphate OH groups of 1,2-dioctanoyl-sn-glycero-3-phospho-(1D-myo-inositol-3,5-bisphosphate); major species at pH 7.3. It is a conjugate base of a 1,2-dioctanoyl-sn-glycero-3-phospho-(1D-myo-inositol-3,5-bisphosphate).